CN(C1=CC=C(C=N1)C1(NC=CC=C1N)N)C 2-(6-(dimethylamino)pyridin-3-yl)pyridine-2,3-diamine